C(#N)C1=CC(=NN1)C(C)NC(=O)C=1NC=C(C1C)C1(CC1)C=1C=NC(=CC1)C(F)(F)F N-(1-(5-cyano-1H-pyrazol-3-yl)ethyl)-3-methyl-4-(1-(6-(trifluoromethyl)pyridin-3-yl)cyclopropyl)-1H-pyrrole-2-carboxamide